(S)-1-(1-ethoxy-3-(4-(prop-2-yn-1-yloxy)phenyl)propan-2-yl)-1H-imidazo[4,5-c]quinolin-4-amine hydrochloride Cl.C(C)OC[C@H](CC1=CC=C(C=C1)OCC#C)N1C=NC=2C(=NC=3C=CC=CC3C21)N